ClCCN1C(=NC2=C(C1=O)C=NN2C2=CCCC=C2)C=2C=NC=CC2 5-(2-chloroethyl)-1-(cyclohex-1,5-dien-1-yl)-6-(pyridin-3-yl)-1,5-dihydro-4H-pyrazolo[3,4-d]pyrimidin-4-one